N-(5-methoxy-2-methyl-[1,2,4]triazolo[1,5-a]pyrimidin-6-yl)-1,1-diphenylmethanimine COC1=NC=2N(C=C1N=C(C1=CC=CC=C1)C1=CC=CC=C1)N=C(N2)C